dihydrogen carbonate (di-hydrogen carbonate) C(O)(O)=O.C(O)(O)=O